Cl[Pd]Cl The molecule is a palladium coordination entity consisting of palladium(II) bound to two chlorine atoms. It has a role as a catalyst.